CCC[NH2+][C@@H]1CCC2=C([C@@H]1C)C=CC=C2OC The molecule is an organic cation obtained via protonation of the secondary amino function of (1S,2R)-5-methoxy-1-methyl-2-(propylamino)tetralin. It is an ammonium ion derivative and an organic cation. It is a conjugate acid of a (1S,2R)-5-methoxy-1-methyl-2-(propylamino)tetralin.